FC(S(=O)(=O)OC1=C(C=C(C=C1)C1=NC(=CC=C1N[C@H](C)C=1C=C(C=C2C(C(=C(OC12)N1CCC(CC1)(C)C)C)=O)C)Cl)C=O)(F)F (R)-4-(6-chloro-3-((1-(2-(4,4-dimethylpiperidin-1-yl)-3,6-dimethyl-4-oxo-4H-chromen-8-yl)ethyl)amino)pyridin-2-yl)-2-formylphenyl trifluoromethanesulfonate